COCC1=CC=CC(=N1)CC=1C=NN2C1N=C(N=C2C=2OC(=CC2)C)N 8-((6-(methoxymethyl)pyridin-2-yl)methyl)-4-(5-methylfuran-2-yl)pyrazolo[1,5-a][1,3,5]triazin-2-amine